N1=C(C=CC=C1)NC(C(CCC(CC#N)CC1=CC=CC=C1)(C#CC1=CC=CC=C1)C1=CC=CC=C1)=O N-(pyridin-2-yl)-5-benzyl-6-cyano-2-phenyl-2-(phenylethynyl)hexanamide